5-bromo-6-(difluoromethyl)-N-isopropyl-2-(methylsulfonyl)pyrido[3,4-d]Pyrimidine-8-amine BrC1=C(N=C(C=2N=C(N=CC21)S(=O)(=O)C)NC(C)C)C(F)F